FC=1C=C2C=NN(C2=CC1COC1=CC=CC(=N1)C1CCN(CC1)CC1=NC2=C(N1C[C@H]1OCC1)C=C(C=C2)C(=O)[O-])CCOC (S)-2-((4-(6-((5-Fluoro-1-(2-methoxyethyl)-1H-indazol-6-yl)methoxy)pyridin-2-yl)piperidin-1-yl)methyl)-1-(oxetan-2-ylmethyl)-1H-benzo[d]imidazole-6-carboxylate